FC(C(CCF)(F)F)(F)F tetrafluoroethyleneEthylene fluoride